C(#N)C1=CC(=C(COC2=CC=CC(=N2)C2CCN(CC2)CC2=NC3=C(N2C)C=C(C=C3OCC)C(=O)O)C=C1)F 2-((4-(6-((4-Cyano-2-fluorobenzyl)oxy)pyridin-2-yl)piperidin-1-yl)methyl)-4-ethoxy-1-methyl-1H-benzo[d]imidazole-6-carboxylic acid